COC(N(C1=NC(=CC=C1)CO\N=C(\C1=CC=CC=C1)/C1=NN=NN1C)CCC#C)=O But-3-ynyl-N-[6-[[(Z)-[(1-methyltetrazol-5-yl)-phenyl-methylene]amino]oxymethyl]-2-pyridinyl]carbamic acid methyl ester